N1NNNCC1 Tetrazinan